N-(2-amino-4-(4,4-difluoropiperidin-1-yl)-5-fluorobenzo[d]thiazol-6-yl)-4-((2-hydroxy-1-Methylethyl)sulfonylamino)-2-(spiro[2.5]oct-5-en-6-yl)benzamide NC=1SC2=C(N1)C(=C(C(=C2)NC(C2=C(C=C(C=C2)NS(=O)(=O)C(CO)C)C2=CCC1(CC1)CC2)=O)F)N2CCC(CC2)(F)F